(E)-ethyl 3-(4-bromo-3-chlorophenyl)-2-methylacrylate BrC1=C(C=C(C=C1)/C=C(/C(=O)OCC)\C)Cl